C1(=C(C(=CC=C1)C(=O)[O-])C(=O)[O-])C(=O)[O-] benzene-1,2,3-tricarboxylate